FC=1C=C(C=CC1)C1=CC(=CC=C1F)[C@@H]1N(OCC1)C1=CC(=NC=N1)NC=1C(=CC(=C(C1)NC(C=C)=O)N(C)CCN(C)C)OC (R)-N-(5-((6-(3-(3',6-difluoro-[1,1'-biphenyl]-3-yl)-isoxazolidin-2-yl)-pyrimidin-4-yl)-amino)-2-((2-(dimethylamino)-ethyl)(methyl)-amino)-4-methoxy-phenyl)acrylamide